CN(C=1C=C(C=CC1)NC1=NC(=NC(=C1)C1=CC=CC=C1)C1CCNCC1)C N3,N3-dimethyl-N1-[6-phenyl-2-(4-piperidinyl)pyrimidin-4-yl]Benzene-1,3-diamine